BrC=1C=NN(C1)C1C(OC1)C 4-bromo-1-(2-methyloxetan-3-yl)-1H-pyrazole